2-(2-adamantyl)acetic acid C12C(C3CC(CC(C1)C3)C2)CC(=O)O